[N+](=O)([O-])C=1C=C(C=CC1)NC(=S)N\N=C\1/C(NC2=CC=CC=C12)=O (Z)-N-(3-nitrophenyl)-2-(2-oxoindoline-3-ylidene)hydrazinecarbothioamide